(4-{[(2E)-3-(4-fluorophenyl)-3-{4-[3-(morpholin-4-yl)prop-1-yn-1-yl]phenyl}prop-2-en-1-yl]oxy}-2-methylphenoxy)acetic acid FC1=CC=C(C=C1)/C(=C/COC1=CC(=C(OCC(=O)O)C=C1)C)/C1=CC=C(C=C1)C#CCN1CCOCC1